3-[6-[2-[2-[[4-[4-(6-methoxyimidazo[1,2-a]pyridin-2-yl)phenyl]pyridin-2-yl]amino]ethoxy]ethoxy]-3-oxidanylidene-1H-isoindol-2-yl]piperidine-2,6-dione COC=1C=CC=2N(C1)C=C(N2)C2=CC=C(C=C2)C2=CC(=NC=C2)NCCOCCOC2=CC=C1C(N(CC1=C2)C2C(NC(CC2)=O)=O)=O